potassium 3-ethoxy-3-oxopropanoic acid C(C)OC(CC(=O)O)=O.[K]